CC=1C=C(C=NNC=2N=CN(N2)C2=CC=NC3=CC=CC=C23)C=CC1 5-(2-(3-methylbenzylidene)hydrazinyl)-2-(quinolin-4-yl)-[1,2,4]triazole